C(CC)OCCCNCCCN1CCCC1 N-(3-propoxypropyl)-3-(pyrrolidinyl)propan-1-amine